ClC=1C=C(C2=C(N1)N(C=C2)COCC[Si](C)(C)C)C(=O)OC methyl 6-chloro-1-((2-(trimethylsilyl) ethoxy) methyl)-1H-pyrrolo[2,3-b]pyridine-4-carboxylate